methyl 2-[2-(2-chlorophenyl) acetyl]-5-fluoro-3-nitrobenzoate ClC1=C(C=CC=C1)CC(=O)C1=C(C(=O)OC)C=C(C=C1[N+](=O)[O-])F